5-bromo-1,3-dihydrobenzo[c][1,2,5]thiadiazole 2,2-dioxide BrC1=CC2=C(NS(N2)(=O)=O)C=C1